[N+](=[N-])=C1N=CC=N1 diazo-imidazole